e-maleimide C1(C=CC(N1)=O)=O